CC(C(NC[C@@H]1CC[C@H](CC1)C(F)(F)F)C1=NC=C(C(=O)N)C=C1)C 6-(2-methyl-1-(((trans-4-(trifluoromethyl)cyclohexyl)methyl)amino)propyl)nicotinamide